C(C)N(C1=CC=C(C=C1)C(CC)=O)CC 4'-diethylaminopropiophenone